P(=O)(OC1=CC=C(C=C1)CBr)(OC(C)(C)C)OC(C)(C)C 4-(bromomethyl)phenyl di-tert-butyl phosphate